C(C)(C)(C)OC(=O)[C@@H]1[C@H](N[C@H](CC1=O)C1=CC=CC=C1)C=1N=NN(C1)C (2S,3R,6R)-2-(1-methyltriazol-4-yl)-4-oxo-6-phenylpiperidine-3-carboxylic acid tert-butyl ester